C(=O)(O)C=1C=C2C(C(C3=CC=CC=4C(C(C(C1)=C2C43)=O)=O)=O)=O 7-carboxy-pyrene-4,5,9,10-tetraone